C(C)(C)(C)OC(=O)N[C@H](C(=O)N1[C@@H]([C@H]2C([C@H]2C1)(C)C)C(=O)OC)C12CC3(C[C@H](C[C@@H](C1)C3)C2)O methyl (1R,2S,5S)-3-((S)-2-((tert-butoxycarbonyl) amino)-2-((1r,3R,5R,7S)-3-hydroxyadamantan-1-yl) acetyl)-6,6-dimethyl-3-azabicyclo[3.1.0]hexane-2-carboxylate